tert-butyl-(5-methoxy-2,2-dimethyl-1,3-benzodioxol-4-yl)phosphine chloride [Cl-].C(C)(C)(C)PC1=C(C=CC=2OC(OC21)(C)C)OC